tert-butyl 3-[4-[6-(benzyloxy)-1H-indol-3-yl]-1-(2,4-dimethoxybenzyl)-2,5-dioxo-2,5-dihydro-1H-pyrrol-3-yl]-1H-pyrrolo[2,3-c]pyridine-1-carboxylate C(C1=CC=CC=C1)OC1=CC=C2C(=CNC2=C1)C1=C(C(N(C1=O)CC1=C(C=C(C=C1)OC)OC)=O)C1=CN(C2=CN=CC=C21)C(=O)OC(C)(C)C